(S)-quinuclidin-3-yl((R)-6-bromo-2,2-dimethyl-1,2,3,4-tetrahydronaphthalen-1-yl)carbamate N12C[C@H](C(CC1)CC2)OC(N[C@@H]2C(CCC1=CC(=CC=C21)Br)(C)C)=O